C(C)OC1CCN(CC1)C1=CC=C(C(=N1)C)NC1=CC=C(CNC(=O)C2CNC(C2)=O)C=C1 N-(4-((6-(4-ethoxypiperidin-1-yl)-2-methylpyridin-3-yl)amino)benzyl)-5-oxopyrrolidine-3-carboxamide